C(C(O)CC(=O)O)(=O)O.CS(=O)(=O)N1CCC(CC1)C1=CC=C(C=C1)C1=CC=2C(=NC=CN2)C(=N1)NC[C@@H]1CNCCO1 (S)-7-(4-(1-(methylsulfonyl)-piperidine-4-yl)phenyl)-N-(morpholine-2-ylmethyl)pyrido[3,4-b]pyrazine-5-amine malate